1-methyl-1H-triazol CN1N=NC=C1